COC1=C(C=CC(=C1)OC)CN(C1=NC(=CC2=CC(=NC=C12)N)C=1C=NC=CC1C)CC1=C(C=C(C=C1)OC)OC 1-N,1-N-bis[(2,4-dimethoxyphenyl)methyl]-3-(4-methylpyridin-3-yl)-2,7-naphthyridine-1,6-diamine